OCC1=CC=C(C=C1)C1=CC=C(C=C1)CO 4,4'-bis(hydroxymethyl)-1,1'-biphenyl